C(C)(C)(C)OC(N[C@H]1CN(C[C@H]1C)C1=C2C=NN(C2=CC=C1NC(=O)C1=NN(C(C=C1)=O)C1=C(C=CC=C1F)F)C)=O N-[(3R,4R)-1-[5-[[1-(2,6-difluorophenyl)-6-oxo-pyridazine-3-carbonyl]amino]-1-methyl-indazol-4-yl]-4-methyl-pyrrolidin-3-yl]carbamic acid tert-butyl ester